CSC(C(=O)N1C(CCCC1)C=1NC(=CN1)C1=CC(=CC=C1)[N+](=O)[O-])C 2-(methylthio)-1-(2-(5-(3-nitrophenyl)-1H-imidazol-2-yl)piperidin-1-yl)propan-1-one